2-fluoro-4-(6-(3-fluoro-4-methoxyphenyl)-1-methyl-1H-imidazo[4,5-b]pyrazin-5-yl)benzonitrile FC1=C(C#N)C=CC(=C1)C=1N=C2C(=NC1C1=CC(=C(C=C1)OC)F)N(C=N2)C